O1CCN(CC1)C1CC2(C1)CCN(CC2)C(=O)OC(C)(C)C tert-Butyl 2-morpholino-7-azaspiro[3.5]nonane-7-carboxylate